3-[(1R)-1-phenylethoxy]-5-(4,4,5,5-tetramethyl-1,3,2-dioxaborolan-2-yl)pyrazin-2-amine C1(=CC=CC=C1)[C@@H](C)OC=1C(=NC=C(N1)B1OC(C(O1)(C)C)(C)C)N